NC=1C(=NC2=C(C(=C(C=C2C1N(C1C2CN(C1C2)C(=O)[O-])C(=O)OC(C)(C)C)CCC#N)C2=C(C(=CC=C2)Cl)Cl)F)C 5-((3-amino-6-(2-cyanoethyl)-7-(2,3-dichlorophenyl)-8-fluoro-2-methylquinolin-4-yl)(tert-butoxycarbonyl)amino)-2-azabicyclo[2.1.1]hexane-2-carboxylate